CCCCCCC(CCCCCC)OC(CCCCCCCCC(CCCCCCCCC(=O)OC(CCCCCC)CCCCCC)N(C(CCCN(C)C)=O)CCCCCCCCCC)=O Di(tridecan-7-yl)-10-(N-decyl-4-(dimethylamino)butanamido)nonadecandioat